4'-bromo-[1,1'-Biphenyl]-4-carbonitrile BrC1=CC=C(C=C1)C1=CC=C(C=C1)C#N